3-(3-((2-(3-((6-Fluoro-4-(1H-pyrazol-5-yl)-1H-indol-5-yl)oxy)phenyl)-1H-imidazol-5-yl)(hydroxy)methyl)phenyl)propanoic acid FC1=C(C(=C2C=CNC2=C1)C1=CC=NN1)OC=1C=C(C=CC1)C=1NC(=CN1)C(C=1C=C(C=CC1)CCC(=O)O)O